2-Propenoic acid, (octahydro-4,7-methano-1H-inden-5-yl)methyl ester C(C=C)(=O)OCC1C2C3CCCC3C(C1)C2